FC(S(=O)(=O)OC=1C=CC=C2C=3C=CC=CC3NC12)(F)F Carbazol-8-yl trifluoromethanesulfonate